C(C)(CCCCCCCCC)O secundecanol